(S)-3-(1-(1H-imidazole-1-carbonyl)-4,5-dihydro-1H-pyrazol-5-yl)benzonitrile N1(C=NC=C1)C(=O)N1N=CC[C@H]1C=1C=C(C#N)C=CC1